NCCOCCOCCN1C=NC(=C1)C=1C=C(C=CC1NCC1=CC=C(C=C1)C(F)(F)F)S(=O)(=O)NC 3-[1-[2-[2-(2-Aminoethoxy)ethoxy]ethyl]imidazol-4-yl]-N-methyl-4-[[4-(trifluoromethyl)phenyl]methylamino]benzenesulfonamide